C(C)(C)(C)OC(=O)N1CC(C2=C1C=NC=1N2N=C(C1)CC(F)F)(C(F)(F)F)C 2-(2,2-Difluoroethyl)-8-methyl-8-(trifluoromethyl)-7,8-dihydro-6H-pyrazolo[1,5-a]pyrrolo[2,3-e]pyrimidine-6-carboxylic acid tert-butyl ester